3,4-dihydro-2H-pyran-5-yl triflate O(S(=O)(=O)C(F)(F)F)C=1CCCOC1